benzyl [1,4'-bipiperidine]-1'-carboxylate N1(CCCCC1)C1CCN(CC1)C(=O)OCC1=CC=CC=C1